FC1=C(C=CC(=C1)I)[N-]C(=O)O (2-fluoro-4-iodophenyl)carboxylamide